((2R,3S,4R,5S)-2-cyano-5-(4-(3,3-dimethylbutanamido) pyrrolo[2,1-f][1,2,4]triazin-7-yl)-3,4-dihydroxytetrahydrofuran-2-yl)methyl 3,3-dimethylbutanoate CC(CC(=O)OC[C@]1(O[C@H]([C@@H]([C@@H]1O)O)C1=CC=C2C(=NC=NN21)NC(CC(C)(C)C)=O)C#N)(C)C